6-(4,4,5,5-tetramethyl-1,3,2-dioxaborolan-2-yl)-1H-pyrrolo[2,1-c][1,4]oxazin-3(4H)-one CC1(OB(OC1(C)C)C1=CC=C2COC(CN21)=O)C